BrC1=CC(=C(C=C1)S(=O)(=O)N1CCC(CC1)NC1=CC=C(C=C1)S(F)(F)(F)(F)F)F 1-(4-bromo-2-fluorobenzenesulfonyl)-N-[4-(pentafluoro-λ6-sulfanyl)phenyl]piperidin-4-amine